(1s,4s)-4-(4-Bromo-5-hydroxy-1-oxoisoindolin-2-yl)-N-(3-methoxy-4-methylphenyl)cyclohexanecarboxamide BrC1=C2CN(C(C2=CC=C1O)=O)C1CCC(CC1)C(=O)NC1=CC(=C(C=C1)C)OC